C(SCC)(Cl)=O S-ethyl carbonochloridothioate